ClC=1C=CC(=C(C(=O)NC2=CC=C(C=C2)C(C2=CC=CC=C2)C#N)C1)O 5-chloro-N-(4-(cyano(phenyl)methyl)phenyl)-2-hydroxybenzamide